Trans-4-[[2-chloro-6-[4-[4-[(4R)-4-amino-2-oxo-pyrrolidin-1-yl]phenyl]sulfonylpiperazin-1-yl]-4-pyridyl]-difluoro-methyl]-N-(4-hydroxypyrrolidin-3-yl)cyclohexanecarboxamide ClC1=NC(=CC(=C1)C([C@@H]1CC[C@H](CC1)C(=O)NC1CNCC1O)(F)F)N1CCN(CC1)S(=O)(=O)C1=CC=C(C=C1)N1C(C[C@H](C1)N)=O